N12NCCCC2CC1 cis-Diazabicyclo[4.2.0]octane